2-((6-oxo-1,6-dihydropyridin-3-yl)ethynyl)-4,7-dihydro-5H-thieno[2,3-c]Pyran-3-carboxylic acid O=C1C=CC(=CN1)C#CC1=C(C2=C(COCC2)S1)C(=O)O